tert-butyl ((6-amino-1-hydroxy-1,3-dihydrobenzo[c][1,2]oxaborol-5-yl)methyl)carbamate NC=1C(=CC2=C(B(OC2)O)C1)CNC(OC(C)(C)C)=O